N-((1S,5R)-3-cyano-3-azabicyclo[3.1.0]hexan-1-yl)-5-(2-phenoxyphenyl)-1H-pyrazole-3-carboxamide C(#N)N1C[C@@]2(C[C@@H]2C1)NC(=O)C1=NNC(=C1)C1=C(C=CC=C1)OC1=CC=CC=C1